C1(=CC=CC=C1)C1(CC2=C(C=CS2)CC1)NC=O N-(6-phenyl-4,5,6,7-tetrahydrobenzothien-6-yl)carboxamide